FC=1C=C2CCN(C2=CC1S(=O)(=O)N)C(=O)C1OC2=C(C1)C=CC(=C2)C2=NC=CC=C2 5-fluoro-1-(6-(pyridin-2-yl)-2,3-dihydrobenzofuran-2-carbonyl)indoline-6-sulfonamide